5'-chloro-2'-[(2R)-3-hydroxy-2-methylpropyl]-6'-methoxy-2',3'-dihydrospiro[cyclohexane-1,1'-isoindol]-4-one ClC=1C=C2CN(C3(C2=CC1OC)CCC(CC3)=O)C[C@H](CO)C